BrC1=CC=C2C(=NN(C2=C1C)C)I 6-bromo-3-iodo-1,7-dimethyl-indazole